C(C=C)N1CC=2C=C(C=3C(=CNC3C2NS1(=O)=O)Cl)Cl 3-allyl-6,7-dichloro-1,3,4,9-tetrahydro-[1,2,6]thiadiazino[4,3-g]indole 2,2-dioxide